5-(4-chlorophenyl)-2-(1-cyclopentylpiperidin-3-yl)-3-methylpyridine ClC1=CC=C(C=C1)C=1C=C(C(=NC1)C1CN(CCC1)C1CCCC1)C